2-(pyridin-3-yl)-4H-pyrido[1,2-a]pyrimidin-4-one N1=CC(=CC=C1)C=1N=C2N(C(C1)=O)C=CC=C2